methyl α-cyanoacrylate C(#N)C(C(=O)OC)=C